bromophenyl-1-ethanol BrC(C)(O)C1=CC=CC=C1